CCOP(=S)(OCC)OC1=NC(=NC(=C1)C)C(C)C diazol